dimethyl-[1,1'-biphenyl]-4-ol CC=1C(=C(C=CC1O)C1=CC=CC=C1)C